P(OC=C)([O-])=O 5'-E-Vinyl Phosphonate